dodeca-6,9-diene-2-carboxylate CC(CCCC=CCC=CCC)C(=O)[O-]